5-(8-(1-acryloylpyrrolidin-3-yl)quinazolin-6-yl)-N-(m-tolyl)picolinamide C(C=C)(=O)N1CC(CC1)C=1C=C(C=C2C=NC=NC12)C=1C=CC(=NC1)C(=O)NC=1C=C(C=CC1)C